((1r,4r)-4-(benzylamino)cyclohexyl)(3,3,5-trimethyl-2,3-dihydro-1H-pyrrolo[3,2-b]pyridin-1-yl)methanone dihydrochloride Cl.Cl.C(C1=CC=CC=C1)NC1CCC(CC1)C(=O)N1CC(C2=NC(=CC=C21)C)(C)C